OCC=1C=C(C=C(C1)OCC1=NC2=CC=CC=C2C=C1)O 3-(hydroxymethyl)-5-(quinolin-2-ylmethoxy)phenol